C(C)(C)C1=NOC(=N1)N1CCC(CC1)C(C)OC=1SC2=NC(=CC=C2N1)C1=NC=C(C=C1)S(=O)(=O)C 2-(1-(1-(3-isopropyl-1,2,4-oxadiazol-5-yl)piperidin-4-yl)ethoxy)-5-(5-(methylsulfonyl)pyridin-2-yl)thiazolo[5,4-b]pyridin